8-bromo-6-chloro-3-(2,2,2-trifluoroethyl)imidazo[1,2-b]pyridazine BrC=1C=2N(N=C(C1)Cl)C(=CN2)CC(F)(F)F